C(C)(C)(C)C=1C=C(C=C(C1O)C(C)(C)C)CC(=O)NCCCCCCNC(CC1=CC(=C(C(=C1)C(C)(C)C)O)C(C)(C)C)=O bis-(2-(3,5-di-tert-butyl-4-hydroxyphenyl)acetyl)hexamethylenediamine